(1-methyl-2-(morpholine-4-carbonyl)-1H-pyrrolo[2,3-c]pyridin-5-yl)isonicotinic acid CN1C(=CC=2C1=CN=C(C2)C2=C(C(=O)O)C=CN=C2)C(=O)N2CCOCC2